C(C=C)(=O)OC1=CC=C(C=C1)C(C)=O 4-acetylphenyl acrylate